NC1=C(C(=O)N2CCC(CC2)C2=NC=NC3=CC(=CC=C23)N2CCN(CC2)CCC(=O)OC(C)(C)C)C=CC(=C1)OC(F)(F)F tert-butyl 3-(4-(4-(1-(2-amino-4-(trifluoromethoxy)benzoyl)piperidin-4-yl)quinazolin-7-yl)piperazin-1-yl)propanoate